O=S1(CCN(CC1)CC1=NN2C(C(N(CC2)C2=C(C=C(C=C2)C2=NC3=CC=C(C=C3C=N2)C(F)(F)F)C)=O)=C1C)=O 2-((1,1-dioxidothiomorpholino)methyl)-3-methyl-5-(2-methyl-4-(6-(trifluoro-methyl)quinazolin-2-yl)phenyl)-6,7-dihydropyrazolo[1,5-a]pyrazin-4(5H)-one